[Si](C)(C)(C(C)(C)C)OCC(C(C(=O)N)O)(C)C 4-((tert-butyldimethylsilyl)oxy)-2-hydroxy-3,3-dimethylbutanamide